6-methoxy-2-((1r,4r)-4-(N-methylacetamido)cyclohexyl)-2H-indazole-5-carboxamide COC=1C(=CC2=CN(N=C2C1)C1CCC(CC1)N(C(C)=O)C)C(=O)N